ClC=1C2=C(N=C(N1)C=1OC=CN1)SC(=C2)C 2-(4-chloro-6-methylthieno[2,3-d]pyrimidin-2-yl)oxazole